NC1=C2C(=NC=N1)N(N=C2C2=CC=C(C=C2)CNC(C2=C(C=CC(=C2)F)OC)=O)C2CCNCC2 4-(4-amino-3-(4-((5-fluoro-2-methoxybenzamido)methyl)phenyl)-1H-pyrazolo[3,4-d]pyrimidin-1-yl)piperidin